C=1C=NN2C=CC=CC12 3-azaindolizine